[Zn+2].P(=O)(OCCCCCCCCCCCCCCCCCC)(OCCCCCCCCCCCCCCCCCC)[O-].C(CCCCCCCCCCCCCCCCC)OP(=O)(OCCCCCCCCCCCCCCCCCC)[O-] distearyl phosphate zinc salt